F[C@]1(CN(CC[C@H]1O)C1=NC=CC(=N1)NC=1N=CC2=C(N=CC(=C2C1)C(C)C)N1CC[C@@]12CNCC2)C (3S,4R)-3-fluoro-1-(4-((5-isopropyl-8-((S)-1,6-diazaspiro[3.4]octan-1-yl)-2,7-naphthyridin-3-yl)amino)pyrimidin-2-yl)-3-methylpiperidin-4-ol